N-methyl-O-(tetrahydro-2H-pyran-2-yl)hydroxylamine CNOC1OCCCC1